(thieno[3,2-B]thiophen-2-yl)tributylstannane S1C2=C(C=C1[Sn](CCCC)(CCCC)CCCC)SC=C2